ClC=1C=CC(=C(C1)C1CCN(CC1)[C@@H]1COC2(CNC2)C1)OC (S)-7-(4-(5-chloro-2-methoxyphenyl)piperidin-1-yl)-5-oxa-2-azaspiro[3.4]octane